calcium hydroxide lithium [Li+].[OH-].[Ca+2].[OH-].[OH-]